(1R,4s)-4-(8-(2,6-dichloro-4-(trifluoromethyl)phenylamino)-2-((S)-1-hydroxypropan-2-ylamino)-9H-purin-9-yl)-1-methylcyclohexanecarboxamide ClC1=C(C(=CC(=C1)C(F)(F)F)Cl)NC=1N(C2=NC(=NC=C2N1)N[C@H](CO)C)C1CCC(CC1)(C(=O)N)C